CC1=CC=C(C=C1)S(=O)(=O)OCCC#C but-3-yn-1-yl 4-toluenesulfonate